phenylphenanthrolindione C1(=CC=CC=C1)C=1C(C(N=C2C3=NC=CC=C3C=CC12)=O)=O